C1(=CC=CC=C1)OS(=O)(=O)C(F)(F)F phenyltriflic acid